5-(3-Fluoro-phenyl)-1H-pyrazole-3-carboxylic acid {2-oxo-2-[4-(3-trifluoromethyl-phenoxy)-piperidin-1-yl]-ethyl}-amide O=C(CNC(=O)C1=NNC(=C1)C1=CC(=CC=C1)F)N1CCC(CC1)OC1=CC(=CC=C1)C(F)(F)F